COC1=C(CN=C=NC2(CC=C(C#N)C=C2)OC)C=CC(=C1)OC 4-((((2,4-dimethoxybenzyl)imino)methylene)amino)-4-methoxybenzonitrile